O=C1NC(CCC1N1C(C2=CC=CC(=C2C1=O)OCCCC=1C(=NC=CC1)C(=O)N)=O)=O (3-((2-(2,6-dioxopiperidin-3-yl)-1,3-dioxoisoindolin-4-yl)oxy)propyl)picolinamide